5-(3-aminopropyl)-uridine NCCCC=1C(NC(N([C@H]2[C@H](O)[C@H](O)[C@@H](CO)O2)C1)=O)=O